F[H-]F.[Li+] lithium bifluoride salt